[K].FC(C(C(C(C(C(F)(F)F)(F)F)(F)F)(F)F)(F)F)(F)F perfluorohexane potassium